racemic-tert-butyl-3-{4-[2-(2-ethoxyethoxy)ethoxy]phenyl}-2-[4,7,10-tris(2-tert-butoxy-2-oxoethyl)-1,4,7,10-tetraazacyclododecan-1-yl]propanoate C(C)(C)(C)OC([C@@H](CC1=CC=C(C=C1)OCCOCCOCC)N1CCN(CCN(CCN(CC1)CC(OC(C)(C)C)=O)CC(OC(C)(C)C)=O)CC(=O)OC(C)(C)C)=O |r|